9-fluoro-7-((4-(2-methyl-6-(methylcarbamoyl)pyridin-3-yl)piperazin-1-yl)methyl)-1-methyl-1,5-dihydro-4H-pyrazolo[4,3-c]quinolin-4-one FC=1C=2C3=C(C(NC2C=C(C1)CN1CCN(CC1)C=1C(=NC(=CC1)C(NC)=O)C)=O)C=NN3C